5-O-[Hydroxy(phosphonooxy)phosphoryl]-beta-D-ribofuranose OP(=O)(OP(=O)(O)O)OC[C@@H]1[C@H]([C@H]([C@H](O)O1)O)O